CC=1C(=NC=C(C#N)C1)N1CC=2C=C(C=NC2CC1)OCCCOC1=CC=CC=C1 5-methyl-6-(3-(3-phenoxypropoxy)-7,8-dihydro-1,6-naphthyridin-6(5H)-yl)nicotinonitrile